FC1=C2C=NNC(C2=CC=C1)=O 5-fluorophthalazin-1(2H)-one